CN1C(N(C=2C1=NC=C(C2)C2=CC(=CC=C2)C(F)(F)F)CC=2N=NN(C2)C)=O 3-methyl-1-[(1-methyltriazol-4-yl)methyl]-6-[3-(trifluoromethyl)phenyl]imidazo[4,5-b]pyridin-2-one